(4S,SR)-5-((S)-5H-imidazo[5,1-a]isoindol-5-yl)-1-(methylsulfonyl)azepan-4-ol C=1N=CN2C1C1=CC=CC=C1[C@@H]2[C@H]2[C@H](CCN(CC2)S(=O)(=O)C)O |&1:12|